C(C)(C)(C)OC(=O)N[C@H](/C=C/C(=O)OCC)CSC(C1=CC=CC=C1)(C1=CC=CC=C1)C1=CC=CC=C1 Ethyl (R,E)-4-tert-butoxycarbonylamino-5-(triphenylmethylthio)-penta-2-enoate